4-(3-(benzyloxy)pyridin-2-yl)-N-(3-fluoro-5-(methylsulfonyl)phenyl)thiophene-2-carboxamide C(C1=CC=CC=C1)OC=1C(=NC=CC1)C=1C=C(SC1)C(=O)NC1=CC(=CC(=C1)S(=O)(=O)C)F